4-[(3r,4r)-3-amino-4-hydroxy-1-piperidinyl]-5-chloro-2-(2-fluoro-4-pyridinyl)-1H-pyrimidin-6-one N[C@@H]1CN(CC[C@H]1O)C=1N=C(NC(C1Cl)=O)C1=CC(=NC=C1)F